C(C)(C)(C)OC(=O)N(C=1N=CC2=CC=C(C(=C2C1)C(C(=O)OCC)=O)F)C(=O)OC(C)(C)C ethyl 2-(3-(bis(tert-butoxycarbonyl)amino)-6-fluoroisoquinolin-5-yl)-2-oxoacetate